C1(=CC=CC=2C3=CC=CC=C3CC12)[Ti](C)(C)NC(C)(C)C fluorenyl-t-butylamino-dimethyltitanium